C(C)OC[C@]1(CN(CC1)CC1=C(C#N)C=CN=C1)CCC1=CC=C(C=C1)F |o1:4| (R or S)-3-((3-(ethoxymethyl)-3-(4-fluorophenethyl)-pyrrolidin-1-yl)methyl)-isonicotinonitrile